2,4-di-tert-butyl-6-(5-chloro-2H-benzotriazole-2-yl)phenol C(C)(C)(C)C1=C(C(=CC(=C1)C(C)(C)C)N1N=C2C(=N1)C=CC(=C2)Cl)O